((7-(14-cyano-10-fluoro-5,6,7,8-tetrahydropyrazolo[5',1':3,4][1,4]diazocino[1,2-a]indol-1-yl)-4-oxo-3,4-dihydro-phthalazin-1-yl)methyl)carbamic acid tert-butyl ester C(C)(C)(C)OC(NCC1=NNC(C2=CC=C(C=C12)C=1C=NN2C1C=1N(C=3C(=CC=CC3C1C#N)F)CCCC2)=O)=O